FC(F)OC(OC(F)F)=O bis(difluoromethyl)carbonate